tert-butyl N-[4-(methylamino)cyclohexyl]carbamate CNC1CCC(CC1)NC(OC(C)(C)C)=O